ClC=1C=C2C=CC=NC2=CC1C(=O)NC1=CC(=NN1C)C1=C(C=CC(=C1)F)C(F)(F)F 6-Chloro-N-{3-[5-fluoro-2-(trifluoromethyl)phenyl]-1-methyl-1H-pyrazol-5-yl}quinoline-7-carboxamide